CN(CCN(C1=CC=C(NC2=NC(=NC=C2C=O)SC)C=C1)C)C [4-[2-(dimethylamino)ethyl-methyl-amino]anilino]-2-methylsulfanyl-pyrimidine-5-carbaldehyde